[K].C1CCC2=C(C=3CCCC3C=C12)NC(=O)NS(=O)(=O)N1C2CN(CC1CC2)C(C)C N-((1,2,3,5,6,7-Hexahydro-s-indacen-4-yl)carbamoyl)-3-isopropyl-3,8-diazabicyclo[3.2.1]octane-8-sulfonamide, potassium salt